2-((1-methyl-3-(trifluoromethyl)-1H-pyrazol-5-yl)oxy)-1-phenylethan-1-one-O-methyloxime CON=C(COC1=CC(=NN1C)C(F)(F)F)C1=CC=CC=C1